CC(C[C@@H](B1O[C@]2([C@@H](O1)C[C@@H]1C([C@H]2C1)(C)C)C)NC([C@@H](CC(=O)N1CCOCC1)NC(OC(C)(C)C)=O)=O)C tert-butyl ((R)-1-(((R)-3-methyl-1-((3aR,4R,6R,7aS)-3a,5,5-trimethylhexahydro-4,6-methanobenzo[d][1,3,2]dioxaborol-2-yl)butyl)amino)-4-morpholino-1,4-dioxobutan-2-yl)carbamate